CCCC(C(CCCCCC(C(CCCC)C(=O)O)C(=O)O)C(=O)O)C(=O)O hexadecane-4,5,11,12-tetracarboxylic acid